CN1C(NC(C(=C1)C)=O)=O 1,5-dimethyl-3H-pyrimidine-2,4-dione